icosa-14,17-dien-8-yl-2-oxoethyl 2-azido-2-methylpropanoate N(=[N+]=[N-])C(C(=O)OCC(=O)C(CCCCCCC)CCCCCC=CCC=CCC)(C)C